6-(3-morpholino-3-oxopropyl)quinoline-2-carbaldehyde O1CCN(CC1)C(CCC=1C=C2C=CC(=NC2=CC1)C=O)=O